C[Si]1(O[Si](O[Si](O1)(C)CCSCCNC(OC(C)(C)C)=O)(C)CCSCCNC(OC(C)(C)C)=O)CCSCCNC(OC(C)(C)C)=O tri-tert-butyl ((((2,4,6-trimethyl-1,3,5,2,4,6-trioxatrisilinane-2,4,6-triyl)tris(ethane-2,1-diyl))tris(sulfanediyl))tris(ethane-2,1-diyl))tricarbamate